COCCOC1=CC=C(C=C1)NC=1N=CC2=C(N1)CN(CC2)C(=O)OC(C)(C)C tert-butyl 2-{[4-(2-methoxyethoxy)phenyl]amino}-5H,6H,7H,8H-pyrido[3,4-d]pyrimidine-7-carboxylate